[Fe-3](C#N)(C#N)(C#N)(C#N)(C#N)C#N.[Os](Cl)(Cl)(Cl)Cl.[K+].[K+].[K+] potassium osmium chloride ferricyanide